2-(4-bromophenyl)-8-chloro-3,4-dihydroquinazoline-4-carboxamide BrC1=CC=C(C=C1)C1=NC2=C(C=CC=C2C(N1)C(=O)N)Cl